2-(1-methyl-2,6-dioxo-3-piperidyl)-3-oxo-isoindoline-5-sulfonyl chloride CN1C(C(CCC1=O)N1CC2=CC=C(C=C2C1=O)S(=O)(=O)Cl)=O